C(CC=CCCC)O 3-hepten-1-ol